OC1(CCN(CC1)C(C[C@@H](C)C1=CC=CC=C1)=O)CN1C=NC=CC1=O (R)-3-((4-Hydroxy-1-(3-phenylbutanoyl)piperidin-4-yl)methyl)pyrimidin-4(3H)-one